uridintriphosphat C1=CN(C(=O)NC1=O)[C@H]2[C@@H]([C@@H]([C@H](O2)COP(=O)(O)OP(=O)(O)OP(=O)(O)O)O)O